7-(7-(8-ethylnaphthalen-1-yl)-2-((tetrahydro-1H-pyrrolizin-7a(5H)-yl)methoxy)-5,6,7,8-tetrahydropyrido[3,4-d]pyrimidin-4-yl)-1,3,7-triazaspiro[4.5]decane-2,4-dione C(C)C=1C=CC=C2C=CC=C(C12)N1CC=2N=C(N=C(C2CC1)N1CC2(C(NC(N2)=O)=O)CCC1)OCC12CCCN2CCC1